S1C(=NC2=C1C=CC=C2)NC2=NC=C(C(=N2)NC2=C(C=CC=C2)P(C)C)Cl (2-((2-(benzo[d]thiazol-2-ylamino)-5-chloropyrimidin-4-yl)amino)phenyl)dimethylphosphine